C(C)(C)(C)OC(=O)N1[C@@H](C[C@@](CC1)(C(=O)OC(C)(C)C)CC1=NC(=CC(=C1F)Cl)NC1=NN(C(=C1)C)C(C)(C)C)C di-tert-butyl-(2R,4R)-4-((6-((1-(tert-butyl)-5-methyl-1H-pyrazol-3-yl) amino)-4-chloro-3-fluoropyridin-2-yl) methyl)-2-methylpiperidine-1,4-dicarboxylate